(S)-1-(5-(azetidin-1-ylsulfonyl)-3-bromo-6-methoxypyridin-2-yl)pyrrolidin-3-ol N1(CCC1)S(=O)(=O)C=1C=C(C(=NC1OC)N1C[C@H](CC1)O)Br